N1C(=CC2=CC=CC=C12)C#CCO alpha-indolylpropynyl alcohol